C(C)(C)(C)OC(=O)N1C(=CC=C1)C=1C=C(C=CC1)NC(=O)C=1[N+](=C(NC1C)C=1C=C(C(=CC1)OC)C1=C(C=CC=C1C)C)[O-] 4-((3-(1-(tert-butoxycarbonyl)-1H-pyrrol-2-yl)phenyl)carbamoyl)-2-(6-methoxy-2',6'-dimethyl-[1,1'-biphenyl]-3-yl)-5-methyl-1H-imidazole 3-oxide